OC1=C(C(=O)[O-])C(=CC(=N1)C)O 2,4-dihydroxy-6-methylnicotinate